CC(CCC(CC)=O)=O 2,5-heptandione